5-bromo-1-methyl-1H-benzo[d][1,2,3]triazol-4-amine BrC1=C(C2=C(N(N=N2)C)C=C1)N